ethyl 2-[7-[(1-methylindazol-5-yl)amino]-1-oxo-isoindolin-2-yl]acetate CN1N=CC2=CC(=CC=C12)NC=1C=CC=C2CN(C(C12)=O)CC(=O)OCC